2-oxo-1,2-dihydrospiro[benzo[d][1,3]oxazine-4,3'-pyrrolidin] O=C1OC2(CNCC2)C2=C(N1)C=CC=C2